4-(cyanomethyl)-4-hydroxypiperidine-1-carboxylic acid benzyl ester C(C1=CC=CC=C1)OC(=O)N1CCC(CC1)(O)CC#N